NC1=CC=C(OC2=CC=C(C=C2)C2=CC(=C(C=C2C(C)C)C(C)C)C2=CC=C(C=C2)OC2=CC=C(C=C2)N)C=C1 bis[4-(4-aminophenoxy)phenyl]-1,3-diisopropylbenzene